BrC=1C=C2C(=NC1)N(C=N2)C 6-Bromo-3-methyl-imidazo-[4,5-b]-pyridine